N-(4-(4-(4-(4,4-difluoropiperidin-1-yl)pyrimidin-2-yl)-1H-pyrazol-1-yl)-3-(6-azaspiro[2.5]octan-6-yl)phenyl)methanesulfonamide FC1(CCN(CC1)C1=NC(=NC=C1)C=1C=NN(C1)C1=C(C=C(C=C1)NS(=O)(=O)C)N1CCC2(CC2)CC1)F